3-(1-((1R,4R,5S)-2-Azabicyclo[2.1.1]hexan-5-yl)-6-fluoro-7-(3-hydroxynaphthalen-1-yl)-2-methyl-4-(5-methylpyrazin-2-yl)-1H-pyrrolo[3,2-c]quinolin-8-yl)propanenitrile [C@H]12NC[C@H]([C@@H]1N1C(=CC=3C(=NC=4C(=C(C(=CC4C31)CCC#N)C3=CC(=CC1=CC=CC=C31)O)F)C3=NC=C(N=C3)C)C)C2